7-({2-[4-(dimethylamino)butyroxy]ethyl}[5-(9-methyldecyloxycarbonyl)pentyl]amino)heptyl 2-octyldecanoate C(CCCCCCC)C(C(=O)OCCCCCCCN(CCCCCC(=O)OCCCCCCCCC(C)C)CCOC(CCCN(C)C)=O)CCCCCCCC